(R)-(3-Aminopiperidin-1-yl)(2-(6-fluoro-1-(4-fluorobenzyl)-1H-indol-2-yl)-3-methylimidazo[1,2-a]pyridin-7-yl)methanone N[C@H]1CN(CCC1)C(=O)C1=CC=2N(C=C1)C(=C(N2)C=2N(C1=CC(=CC=C1C2)F)CC2=CC=C(C=C2)F)C